1-dimethylphosphoryl-N-methyl-methylamine CP(=O)(C)CNC